O1COC2=C1C=CC(=C2)N(C(C2=CC(=CC=C2)N2N=C(C(=C2[C@@H](C)O)Cl)C)=O)C N-(1,3-benzodioxol-5-yl)-3-[4-chloro-5-[(1R)-1-hydroxyethyl]-3-methyl-pyrazol-1-yl]-N-methyl-benzamide